Methyl 1-[[6-(dimethylamino)-5-formyl-1-naphthyl] sulfonyl]aziridine-2-carboxylate CN(C=1C(=C2C=CC=C(C2=CC1)S(=O)(=O)N1C(C1)C(=O)OC)C=O)C